C(C)OC=C(C(=O)O)C.C1=CCCC1.C1=CCCC1 Dicyclopentene ethoxymethacrylate